C(C1=CC=CC=C1)OC1=C(C=O)C(=CC(=C1)OC)O 2-(benzyloxy)-6-hydroxy-4-methoxybenzaldehyde